1,5-bis(methylamino)-3-oxapentan CNCCOCCNC